C(=O)[C@@H]1CC[C@H](CC1)C(=O)OC(C)(C)C tert-butyl trans-4-formylcyclohexanecarboxylate